(2,3-dihydroxypropyl)malonic acid 1-ethyl 3-methyl ester COC(C(C(=O)OCC)CC(CO)O)=O